N-((1-(4-(6-(Difluoromethyl)imidazo[1,2-b]pyridazin-3-yl)pyridin-2-yl)piperidin-3-yl)oxy)methanesulfonamide FC(C=1C=CC=2N(N1)C(=CN2)C2=CC(=NC=C2)N2CC(CCC2)ONS(=O)(=O)C)F